tert-butyl 3,3-difluoro-2-(2-methoxy-2-oxoethyl)pyrrolidine-1-carboxylate FC1(C(N(CC1)C(=O)OC(C)(C)C)CC(=O)OC)F